CC1=NC(=CC(=C1)C1=C(C(=NN1)C=1SC(=CN1)C1CCN(CC1)C)C(C)C)C 2-(5-(2,6-dimethylpyridin-4-yl)-4-isopropyl-1H-pyrazol-3-yl)-5-(1-methylpiperidin-4-yl)thiazole